C(#N)C=1C(=NC=CC1NC(=O)C1=NC2=NC=3C=CC=CC3N2C=C1)OC N-(3-cyano-2-methoxypyridin-4-yl)-1,8,10-triazatricyclo[7.4.0.02,7]trideca-2(7),3,5,8,10,12-hexaene-11-carboxamide